NC1=CC=C(C(=C1C(=O)C1=C(C=CC=C1)F)Cl)Br (6-amino-3-bromo-2-chloro-phenyl)-(2-fluorophenyl)methanone